FC(C1=NN(C=C1NC(=O)C=1C=NN2C1N=C(C=C2)N2C[C@@H](C[C@H](C2)F)NC(OC(C)(C)C)=O)C2CCC(CC2)C=O)F tert-butyl N-[(3R,5R)-1-[3-[[3-(difluoromethyl)-1-(4-formylcyclohexyl)pyrazol-4-yl]carbamoyl]pyrazolo[1,5-a]pyrimidin-5-yl]-5-fluoro-3-piperidyl]carbamate